2-((S)-1-acryloyl-4-(2-(((S)-1-methylpyrrolidin-2-yl)methoxy)-7-(naphthalen-1-ylmethyl)imidazo[2,1-f][1,2,4]triazin-4-yl)piperazin-2-yl)acetonitrile C(C=C)(=O)N1[C@H](CN(CC1)C1=NC(=NN2C1=NC=C2CC2=CC=CC1=CC=CC=C21)OC[C@H]2N(CCC2)C)CC#N